ClC1=C(C=CC=C1)N1C(N=C(C2=C1N=C(C=C2)C(F)(F)F)NCC2(CC2)O)=O 1-(2-chlorophenyl)-4-{[(hydroxycyclopropyl)methyl]amino}-7-(trifluoro-methyl)-pyrido[2,3-d]pyrimidin-2(1H)-one